ClC1=CC=C(C=C1)C=1C=C(C(N(N1)C=1C=NN(C1)C)=O)C(=O)NC[C@H](C(F)(F)F)O 6-(4-chlorophenyl)-2-(1-methyl-1H-pyrazol-4-yl)-3-oxo-N-[(2R)-3,3,3-trifluoro-2-hydroxypropyl]-2,3-dihydropyridazine-4-carboxamide